C(C1=CC=C(C(=O)OC2=C(C=C(C=C2CC2=C(C(=CC(=C2)C)C(C)(C)C)O)C)C(C)(C)C)C=C1)(=O)OC1=C(C=C(C=C1CC1=C(C(=CC(=C1)C)C(C)(C)C)O)C)C(C)(C)C Bis[2-tert-butyl 6-(2-hydroxy-3-tert-butyl-5-methylbenzyl)-4-methyl-phenyl] terephthalate